S(C(CS)CSCCS)C(CS)CSCCS 2,2'-thiobis(3-((2-mercaptoethyl)thio)propane-1-thiol)